C1(CC1)N1CC2=NC(=CC=C2C1)NC([C@H](C)N1C[C@@H](C(CC1)(F)F)C1=CNC(C=C1)=O)=O (S)-N-(6-cyclopropyl-6,7-dihydro-5H-pyrrolo[3,4-b]pyridin-2-yl)-2-((S)-4,4-difluoro-3-(6-oxo-1,6-dihydropyridin-3-yl)piperidin-1-yl)propanamide